5-hydroxy-7-methoxy-2-(4-methoxyphenyl)-4H-chromen-4-one OC1=C2C(C=C(OC2=CC(=C1)OC)C1=CC=C(C=C1)OC)=O